barium Bismuth Oxide [Bi]=O.[Ba]